2-(1-methyl-2,6-dioxopiperidin-3-yl)-5-((3-(trans-3-(3-methyl-4-(quinoxalin-2-yl)-1H-pyrazol-1-yl)cyclobutyl)propyl)amino)isoindoline-1,3-dione CN1C(C(CCC1=O)N1C(C2=CC=C(C=C2C1=O)NCCC[C@@H]1C[C@H](C1)N1N=C(C(=C1)C1=NC2=CC=CC=C2N=C1)C)=O)=O